tert-Butyl 3-(5-acetyl-7-(thiazol-2-yl)-4-(trifluoromethoxy)benzo[d]oxazol-2-yl)-3,6-diazabicyclo[3.1.1]heptane-6-carboxylate C(C)(=O)C=1C=C(C2=C(N=C(O2)N2CC3N(C(C2)C3)C(=O)OC(C)(C)C)C1OC(F)(F)F)C=1SC=CN1